ClC=1C=C(C=CC1Cl)C=1N(C(=CC(C1C(=O)O)=O)CN1N=C(C=C1)OCCOC)CC 2-(3,4-dichlorophenyl)-1-ethyl-6-[[3-(2-methoxyethoxy)pyrazol-1-yl]methyl]-4-oxo-pyridine-3-carboxylic acid